rac-(cis)-1-(4-aminopyrimidin-2-yl)-4-(2-methoxyethoxy)piperidin-3-ol tert-Butyl-(2-(3-bromo-2-fluoro-4-nitrophenyl)-2-phenylethyl)carbamate C(C)(C)(C)N(C(=O)O[C@@H]1CN(CC[C@@H]1OCCOC)C1=NC=CC(=N1)N)CC(C1=CC=CC=C1)C1=C(C(=C(C=C1)[N+](=O)[O-])Br)F